1-(5-(difluoromethoxy)-2-methylphenyl)-3-(isoquinolin-4-yl)-2-oxoimidazoline-4-carbonitrile FC(OC=1C=CC(=C(C1)N1C(N(C(C1)C#N)C1=CN=CC2=CC=CC=C12)=O)C)F